5-bromo-2-iodo-[1,2,4]triazolo[1,5-a]pyridine BrC1=CC=CC=2N1N=C(N2)I